(N-[4-Amino-5-[4-[2-(m-tolylmethylamino)-2-oxoethoxy]benzoyl]thiazol-2-yl]-4-fluoroanilino)propanamid NC=1N=C(SC1C(C1=CC=C(C=C1)OCC(=O)NCC=1C=C(C=CC1)C)=O)N(C1=CC=C(C=C1)F)C(C(=O)N)C